ClC1(C(NC2=CC(=CC=C12)C(F)(F)F)=O)C1=CC(=NC=C1OC)Cl 3-chloro-3-(2-chloro-5-methoxy-4-pyridyl)-6-(trifluoromethyl)indolin-2-one